FC(CN(C=1C=C(C=C(C1)F)C#CC(C)(O)C)C1=NC=2N(C3=C1N=CC=C3)C(=NN2)C)F 4-(3-((2,2-difluoroethyl)(1-methylpyrido[2,3-e][1,2,4]triazolo[4,3-a]pyrimidin-5-yl)amino)-5-fluorophenyl)-2-methylbut-3-yn-2-ol